methyl (2S)-3,3-dimethyl-2-(2,2,2-trifluoroethylamino)butanoate CC([C@@H](C(=O)OC)NCC(F)(F)F)(C)C